5-((5-(4-(trifluoromethyl)phenyl)oxazol-2-yl)amino)pyrimidine-2-carboxylic acid FC(C1=CC=C(C=C1)C1=CN=C(O1)NC=1C=NC(=NC1)C(=O)O)(F)F